CCC(CO)O The molecule is a butanediol in which the two hydroxy groups are located at positions 1 and 2. It has a role as a metabolite. It is a butanediol and a glycol. It derives from a hydride of a butane.